COC=1C=CC=C2CCC(NC12)(C)C 8-methoxy-2,2-dimethyl-1,2,3,4-tetrahydroquinoline